C1=CC=CC=2C3=CC=CC=C3C(C12)OC(N([C@H](C(=O)N[C@H](C(=O)NC1=CC=C(C=C1)CO)C)C(C)C)C)=O (9H-fluoren-9-yl)methyl((S)-1-(((S)-1-((4-(hydroxymethyl)phenyl)amino)-1-oxopropan-2-yl)amino)-3-methyl-1-oxobutan-2-yl)carbamate